4-(3-Bromo-6-fluoro-1-methyl-2-oxo-1,2-dihydroquinolin-4-yl)piperazine-1-carboxylic acid tert-butyl ester C(C)(C)(C)OC(=O)N1CCN(CC1)C1=C(C(N(C2=CC=C(C=C12)F)C)=O)Br